NC=1C=CC(=C(C1)NC1=NC(=NC=C1C=1CN(CC1)C(=O)OC(C)(C)C)NC=1C=NN(C1)C)F tert-butyl 3-{4-[(5-amino-2-fluorophenyl) amino]-2-[(1-methyl-1H-pyrazol-4-yl) amino] pyrimidin-5-yl}-2,5-dihydro-1H-pyrrole-1-carboxylate